carbon dithiol S1SCC=C1.[C]